BrCC(Cl)C1=CC=C(C=C1)Cl 1-(2-bromo-1-chloroethyl)-4-chlorobenzene